(Z)-N'-isopentyl-N'-methyl-4-(1,4,4,4-tetrafluoro-3-(3,4,5-trichlorophenyl)but-1-en-1-yl)-2-(trifluoromethyl)benzoyl-hydrazine C(CC(C)C)N(NC(C1=C(C=C(C=C1)/C(=C/C(C(F)(F)F)C1=CC(=C(C(=C1)Cl)Cl)Cl)/F)C(F)(F)F)=O)C